4-(4-(1H-indazol-3-yl)thiophen-2-yl)-4-oxobutyric acid N1N=C(C2=CC=CC=C12)C=1C=C(SC1)C(CCC(=O)O)=O